COC1=C2C(NC(=NC2=CC(=C1)OC)C1=CC=C(C=C1)N1CCC(CC1)CN1C(C(N(C(C1([2H])[2H])([2H])[2H])C1=CC(=C2C(N(C(C2=C1)=O)C1C(NC(CC1)=O)=O)=O)F)([2H])[2H])([2H])[2H])=O 6-(4-((1-(4-(5,7-dimethoxy-4-oxo-3,4-dihydroquinazolin-2-yl)phenyl)piperidin-4-yl)methyl)piperazin-1-yl-2,2,3,3,5,5,6,6-d8)-2-(2,6-dioxopiperidin-3-yl)-4-fluoroisoindoline-1,3-dione